NC1(CCN(CC1)C1=NC(=C(C(=N1)C(=O)O)C1=C(C(=CC=C1)Cl)Cl)C)C 2-(4-amino-4-methylpiperidin-1-yl)-5-(2,3-dichlorophenyl)-6-methylpyrimidine-4-carboxylic acid